NC1=CC(=C(C=N1)N1C[C@@H](N(CC1)C(=O)C1=NC=C(C(=C1)OC)C1=CC=C(C=C1)F)COC)OC [(R)-4-(6-Amino-4-methoxy-pyridin-3-yl)-2-methoxymethyl-piperazin-1-yl]-[5-(4-fluoro-phenyl)-4-methoxy-pyridin-2-yl]-methanone